5-hydroxy-2-(2-methoxyethoxy)nicotinaldehyde OC=1C=NC(=C(C=O)C1)OCCOC